para-hydroxybenzoic acid 2-ethylhexyl ester C(C)C(COC(C1=CC=C(C=C1)O)=O)CCCC